indolyl-lysine N1C(=CC2=CC=CC=C12)N[C@@H](CCCCN)C(=O)O